[Pd].C(C)(C)(C)P(C1=CC=C(C=C1)N(C)C)C(C)(C)C.C(C)(C)(C)P(C1=CC=C(C=C1)N(C)C)C(C)(C)C bis(di-tert-butyl-4-dimethylaminophenylphosphine) palladium (0)